OC1=C(C=C(C=C1)C=1CCN(CC1)C(=O)OCCCC)[N+](=O)[O-] butyl 4-(4-hydroxy-3-nitrophenyl)-3,6-dihydropyridine-1(2H)-carboxylate